(((3aR,4R,6R,6aS)-2,2-dimethyl-6-(9-methyl-6,7,8,9-tetrahydro-2H-2,3,5,6-tetraazabenzo[cd]azulen-2-yl)tetrahydro-4H-cyclopenta[d][1,3]dioxol-4-yl)methyl)carbamate CC1(O[C@H]2[C@@H](O1)[C@@H](C[C@@H]2CNC([O-])=O)N2C=C1C(CCNC=3C1=C2N=CN3)C)C